O[C@H]1CC(CC[C@H]1O)(C)NC(C(=O)C1=C(C(=C(N1C)C)C(=O)NC1=CC(=C(C=C1)F)C)C)=O 5-(2-(((3S,4R)-3,4-dihydroxy-1-methylcyclohexyl)amino)-2-oxoacetyl)-N-(4-fluoro-3-methylphenyl)-1,2,4-trimethyl-1H-pyrrole-3-carboxamide